(4-((tert-butyldimethylsilyl)oxy)bicyclo(2.2.1)heptan-1-yl)methanol [Si](C)(C)(C(C)(C)C)OC12CCC(CC1)(C2)CO